[C@@H]12N(C[C@@H](NC1)C2)C=2C=CC=1N=CN=C(C1N2)NC2=C(C(=CC=C2)C(F)F)F 6-[(1S,4S)-2,5-diazabicyclo[2.2.1]heptan-2-yl]-N-[3-(difluoromethyl)-2-fluoro-phenyl]pyrido[3,2-d]pyrimidin-4-amine